N-(1-((S)-3-((4-Cyano-3-(trifluoromethyl)phenyl)amino)-2-hydroxy-2-methyl-3-oxopropyl)-1H-pyrazol-4-yl)-5-((4R)-2-oxohexahydro-1H-thieno[3,4-d]imidazol-4-yl)pentanamide C(#N)C1=C(C=C(C=C1)NC([C@@](CN1N=CC(=C1)NC(CCCC[C@H]1SCC2NC(NC21)=O)=O)(C)O)=O)C(F)(F)F